CC1=NC2=CC=C(C=C2C(=C1)C=1C=CC=C2C=CC=NC12)CN(C(OC(C)(C)C)=O)C1CCOCC1 tert-butyl ((2-methyl-[4,8'-biquinolin]-6-yl)methyl)(tetrahydro-2H-pyran-4-yl)carbamate